CC1(CN(C1)C1=NC=NC2=CC(=C(C=C12)OC)OC)CCNS(N)(=O)=O 4-(3-methyl-3-(2-sulfamoylaminoethyl)azetidin-1-yl)-6,7-dimethoxyquinazoline